COC=1C=C(CCNC(=O)COC(CCC)=O)C=CC1OC butyric acid (3,4-dimethoxy-phenethylcarbamoyl)-methyl ester